[I-].CN(C1=CC=C(C=N1)/C=C/C=C/C1=CC=[N+](C=C1)C)C 4-((1E,3E)-4-(6-(dimethylamino)pyridin-3-yl)but-1,3-dien-1-yl)-1-methylpyridin-1-ium iodide